1,6-dimethyl-4-[(3S,4R)-3-methyl-4-[4-(trifluoromethoxy)anilino]-1-piperidyl]-2-oxo-1,5-naphthyridine-3-carbonitrile CN1C(C(=C(C2=NC(=CC=C12)C)N1C[C@@H]([C@@H](CC1)NC1=CC=C(C=C1)OC(F)(F)F)C)C#N)=O